2-aminoethan-1-one NCC=O